N2-(7-chloro-8-(2,5,6,7-tetrahydro-1H-azepin-4-yl)-2,3-dihydrobenzo[b][1,4]dioxin-6-yl)-N4,6-dimethylpyrimidine-2,4-diamine ClC=1C(=CC2=C(OCCO2)C1C1=CCNCCC1)NC1=NC(=CC(=N1)NC)C